(S,E)-methyl 4-((tert-butyldimethylsilyl)oxy)-6-((1R,2S,5R)-2-((tert-butyldimethylsilyl)oxy)-5-((2Z,5Z,8Z)-undeca-2,5,8-trien-1-yl)cyclopentyl)hex-5-enoate [Si](C)(C)(C(C)(C)C)O[C@@H](CCC(=O)OC)\C=C\[C@@H]1[C@H](CC[C@@H]1C\C=C/C\C=C/C\C=C/CC)O[Si](C)(C)C(C)(C)C